3-((1r,2r)-2-((2-chlorophenyl)amino)-5-oxo-1-(m-methylphenyl)cyclopent-3-en-1-yl)-2,2-difluoropropionic acid ethyl ester C(C)OC(C(C[C@]1([C@@H](C=CC1=O)NC1=C(C=CC=C1)Cl)C1=CC(=CC=C1)C)(F)F)=O